tert-butyl 3-[3-bromo-5-[2-[[(E)-3-[4-(pentafluoro-λ6-sulfanyl)phenyl]prop-2-enoyl]amino]acetyl]-6,7-dihydro-4H-pyrazolo[1,5-a]pyrazin-2-yl]propanoate BrC=1C(=NN2C1CN(CC2)C(CNC(\C=C\C2=CC=C(C=C2)S(F)(F)(F)(F)F)=O)=O)CCC(=O)OC(C)(C)C